3,7-dimethyl-octa-1,6-dien-3-yl acetate C(C)(=O)OC(C=C)(CCC=C(C)C)C